(S)-N-((1S)-1-((2R,3S,5R)-5-azido-3-(benzyloxy)-6-(p-tolylthio)tetrahydro-2H-pyran-2-yl)ethyl)-2-methylpropane-2-sulfinamide N(=[N+]=[N-])[C@@H]1C[C@@H]([C@H](OC1SC1=CC=C(C=C1)C)[C@H](C)N[S@@](=O)C(C)(C)C)OCC1=CC=CC=C1